C(CCCCCCCCCCCCC)NCCCCCCCCCCCCCC N,N-bistetradecylamine